chloramide-d N(Cl)[2H]